(+/-)-{2-[(3,5-difluoro-4-{[3-(4-fluorophenyl)-1H-pyrrolo[2,3-b]pyridin-4-yl]oxy}phenyl)amino]-5-methyl-5,6-dihydro-4H-1,3-oxazin-5-yl}methanol FC=1C=C(C=C(C1OC1=C2C(=NC=C1)NC=C2C2=CC=C(C=C2)F)F)NC=2OC[C@@](CN2)(C)CO |r|